2-(4-amino-2-((1-methylpiperidin-4-yl)amino)pyrido[2,3-d]pyrimidin-7-yl)propan-1-ol NC=1C2=C(N=C(N1)NC1CCN(CC1)C)N=C(C=C2)C(CO)C